(E)-3-(3-(5-(trifluoromethyl)-4-((4-(1-((2-(trimethylsilyl)ethoxy)methyl)-1H-Pyrazol-4-yl)phenyl)amino)pyrimidin-2-yl)phenyl)acrylic acid FC(C=1C(=NC(=NC1)C=1C=C(C=CC1)/C=C/C(=O)O)NC1=CC=C(C=C1)C=1C=NN(C1)COCC[Si](C)(C)C)(F)F